quinoxalino[2,3-f][1,10]phenanthroline C1=CC=NC2=C3N=CC=CC3=C3C(=C12)N=C1C=CC=CC1=N3